CC1=C(C(=C(C=C1)N)C)C trimethyl-phenyl-amine